(1s,19s)-3-fluoro-8,18-dioxa-11-azatetracyclo[17.2.2.02,7.011,16]tricosa-2(7),3,5-triene-10,15-dione FC=1C=2C3CCC(OCC4C(CCCN4C(COC2C=CC1)=O)=O)CC3